N1C=C(C2=CC=CC=C12)CCNC1=NC(=NC2=C1OCCN2C)C=2C(=NC=CC2)O 3-[4-[2-(1H-indol-3-yl)ethylamino]-8-methyl-6,7-dihydropyrimido[5,4-b][1,4]oxazin-2-yl]pyridin-2-ol